6-[(1S)-1-aminoethyl]-2-chloro-N-[(furan-2-yl)methyl]-7-phenylthieno[3,2-d]pyrimidin-4-amine N[C@@H](C)C1=C(C=2N=C(N=C(C2S1)NCC=1OC=CC1)Cl)C1=CC=CC=C1